silver-cobalt-sodium [Na].[Co].[Ag]